NC1=NC=C(C=C1OC=1C=C(C=CC1)NC(=O)NC1=CC(=C(C=C1)Cl)C(F)(F)F)C=1C=NN(C1)C 1-(3-((2-amino-5-(1-methyl-1H-pyrazol-4-yl)pyridin-3-yl)oxy)phenyl)-3-(4-chloro-3-(trifluoromethyl)phenyl)urea